(2R,5S)-2-tert-butyl-3,5-dimethyl-imidazolidin-4-one hydrochloride Cl.C(C)(C)(C)[C@@H]1N[C@H](C(N1C)=O)C